methoxy-indol COC=1NC2=CC=CC=C2C1